N-((1r,4r)-4-(4-cyano-3-(trifluoromethyl)phenoxy)cyclohexyl)-6-(4-formylpiperidin-1-yl)pyridazine-3-carboxamide C(#N)C1=C(C=C(OC2CCC(CC2)NC(=O)C=2N=NC(=CC2)N2CCC(CC2)C=O)C=C1)C(F)(F)F